benzyl 2-[4-(N-benzyloxycarbonyl-N-methylamino)-2-nitrophenyl]-3-[6,6-dimethyl-1-(tetrahydropyran-2-yl)-4,5,6,7-tetrahydro-1H-indazol-3-yl]-3-oxopropionate C(C1=CC=CC=C1)OC(=O)N(C)C1=CC(=C(C=C1)C(C(=O)OCC1=CC=CC=C1)C(=O)C1=NN(C=2CC(CCC12)(C)C)C1OCCCC1)[N+](=O)[O-]